FC=1C=NC=CC1C1=CNC=2N=CN=C(C21)NCC2=CC=CC(=N2)N2CC(N(CC2)C(=O)OC(C)(C)C)(C)C Tert-butyl 4-(6-(((5-(3-fluoropyridin-4-yl)-7H-pyrrolo[2,3-d]pyrimidin-4-yl)amino)methyl)pyridin-2-yl)-2,2-dimethylpiperazine-1-carboxylate